5-Methoxy-2'-(5-(trifluoromethyl)-1H-imidazol-2-yl)-3,4'-bipyridine trifluoroacetate salt FC(C(=O)O)(F)F.COC=1C=C(C=NC1)C1=CC(=NC=C1)C=1NC(=CN1)C(F)(F)F